CC=1C=CC=2N(C3=CC=C(C=C3C2C1)C)C1=CC=C(C=C1)C1=CC(=C(C(=N1)N1C2=C(C3=CC=CC=C13)C=CC=N2)N2C1=C(C3=CC=CC=C23)C=CC=N1)C1=C(C=CC=C1)C1=CC(=NC(=C1)C)C 9,9'-(6-(4-(3,6-dimethyl-9H-carbazol-9-yl)phenyl)-4-(2-(2,6-dimethylpyridin-4-yl)phenyl)pyridine-2,3-diyl)bis(9H-pyrido[2,3-b]indole)